N[C@@H](CC(C)C)C1=CNC=2C=CC=C(C12)O 3-[(1S)-1-Amino-3-methylbutyl]-1H-indol-4-ol